FC(C(=O)NC(C)(C)C1=CC=C(C=C1)C(C)(C)O)(F)F 2,2,2-trifluoro-N-(2-(4-(2-hydroxypropan-2-yl)phenyl)propan-2-yl)acetamide